(2S,4R)-N-[(1-methylindazol-5-yl)methyl]-4-(p-tolylmethyl)-1-[(2R,3S)-3-(pyrrolidine-1-carbonyl)piperidine-2-carbonyl]pyrrolidine-2-carboxamide CN1N=CC2=CC(=CC=C12)CNC(=O)[C@H]1N(C[C@@H](C1)CC1=CC=C(C=C1)C)C(=O)[C@@H]1NCCC[C@@H]1C(=O)N1CCCC1